C12C=NCC2C1 3-azabicyclo[3.1.0]hex-2-ene